(R)-2-(1-aminopiperidin-4-yl)propan-1-ol NN1CCC(CC1)[C@H](CO)C